C(C)(C)(C)OC(=O)N1C[C@H]([C@@H](CC1)CN1CCN(CC1)C=1C=CC=C2C(=NN(C12)C)C=1C(=NC(=CC1)O)OCC1=CC=CC=C1)F trans-tert-butyl-4-((4-(3-(2-(benzyloxy)-6-hydroxypyridin-3-yl)-1-methyl-1H-indazol-7-yl) piperazin-1-yl) methyl)-3-fluoropiperidine-1-carboxylate